2-[3-ethylsulfonyl-4-[3-methyl-6-(trifluoromethyl)imidazo[4,5-c]pyridin-2-yl]phenyl]-2-methyl-propanenitrile C(C)S(=O)(=O)C=1C=C(C=CC1C1=NC2=C(C=NC(=C2)C(F)(F)F)N1C)C(C#N)(C)C